Tert-butyl((8-(4-(trifluoromethyl)phenyl)-[1,2,4]triazolo[4,3-a]pyrazin-6-yl)methyl)carbamate C(C)(C)(C)OC(NCC=1N=C(C=2N(C1)C=NN2)C2=CC=C(C=C2)C(F)(F)F)=O